tert-butyl {(3S)-1-[5-(6-bromopyridin-2-yl)-1,3,4-oxadiazol-2-yl]pentan-3-yl}carbamate BrC1=CC=CC(=N1)C1=NN=C(O1)CC[C@H](CC)NC(OC(C)(C)C)=O